3-cyano-N-(6-(2-hydroxypropan-2-yl)-2-((1R,4r)-4-((R)-3-(methoxymethyl)piperazin-1-yl)cyclohexyl)-2H-indazol-5-yl)pyrrolo[1,2-b]pyridazine-7-carboxamide C(#N)C1=CC=2N(N=C1)C(=CC2)C(=O)NC2=CC1=CN(N=C1C=C2C(C)(C)O)C2CCC(CC2)N2C[C@@H](NCC2)COC